C1(CC1)NC1=NC(=NC=C1C(=O)N)NC1=CC2=C(OC[C@H](CN2)OCCCCOC)C=C1 4-(cyclopropylamino)-2-(((S)-2,3,4,5-tetrahydro-3-(4-methoxybutoxy)benzo[b][1,4]oxazepin-7-yl)amino)pyrimidine-5-carboxamide